ETHYL-OCTYNE CARBONATE (methyl-non-2-ynoate) CC(C#CC(=O)O)CCCCC.C(O)(O)=O.C(C)C#CCCCCCC